C1(CC1)NC(C1=C(C=C(C=C1OC)C1=CN=C2N1C=CC(=C2)OCC2NCCC2)OC(F)F)=O N-cyclopropyl-2-(difluoromethoxy)-6-methoxy-4-[7-(pyrrolidin-2-ylmethoxy)imidazo[1,2-a]pyridin-3-yl]benzamide